C(C=C)(=O)N[C@H]1CN(CC1)C=1C=C(C=CC1)C1(CC1)C(=O)NC1=CC=C(C=C1)C1=CC2=C(N=CN=C2N2CCC(CC2)(F)F)N1 (R)-1-(3-(3-acrylamidopyrrolidin-1-yl)phenyl)-N-(4-(4-(4,4-difluoropiperidin-1-yl)-7H-pyrrolo[2,3-d]pyrimidin-6-yl)phenyl)cyclopropane-1-carboxamide